6-fluoro-3-morpholin-4-ylmethyl-1H-indol FC1=CC=C2C(=CNC2=C1)CN1CCOCC1